(3-((1R,4R)-4-((Dimethylamino)methyl)-cyclohexyl)-1,2,3-oxadiazol-3-ium-5-yl)((3-(N-methyl-2-phenylacetamido)-5-(trifluoromethyl)-phenyl)carbamoyl)amide CN(C)CC1CCC(CC1)[N+]1=NOC(=C1)[N-]C(NC1=CC(=CC(=C1)C(F)(F)F)N(C(CC1=CC=CC=C1)=O)C)=O